CP1(CC=CC1)=O 1-Methyl-1-oxo-3-phospholen